rac-(R,Z)-5-(2-fluoroethoxy)-2-(2-(1-hydroxycyclooct-4-en-1-yl)ethyl)isoindolin-1-one FCCOC=1C=C2CN(C(C2=CC1)=O)CC[C@@]1(CC\C=C/CCC1)O |r|